ClC=1C=C(C(=C(C(=O)NC=2C=NC(=CC2)C(F)(F)F)C1)O)CN1CC(CC1)C#N 5-chloro-3-((3-cyanopyrrolidin-1-yl)methyl)-2-hydroxy-N-(6-(trifluoromethyl)pyridin-3-yl)benzamide